COC(CC[C@@H](C)[C@H]1CC[C@H]2[C@@H]3[C@@H]([C@@H]([C@@H]4[C@H](C(CC[C@]4(C)[C@H]3CC[C@]12C)=O)F)CC)O[Si](C)(C)C)=O 6α-ethyl-4β-fluoro-7α-trimethylsiloxy-3-oxo-5β-cholan-24-oic acid methyl ester